C(CCCCCCC)N=C1C=CN(C=C1)CCCCCCCCCCN1C=CC(C=C1)=NCCCCCCCC N-octyl-1-[10-(4-octyliminopyridin-1-yl)decyl]Pyridin-4-imine